ethyl (6S)-6-(methoxymethyl)-6-methyl-1,4,5,7-tetrahydroindazole-3-carboxylate COC[C@]1(CCC=2C(=NNC2C1)C(=O)OCC)C